O=C1C=COC1 4-oxo-4,5-dihydrofuran